BrC=1N=CN2C1N=C(C=C2N2[C@@H](COCC2)C)C2=CC=NN2C (R)-4-(8-bromo-2-(1-methyl-1H-pyrazol-5-yl)imidazo[1,5-a]pyrimidin-4-yl)-3-methylmorpholine